N[C@H]1CN(CC1)S(=O)(=O)C=1C=C2C(=CN(C2=CC1)C(C(=O)NCC1=CC=C(C=C1)NC1CNC1)C)C [5-[(3R)-3-aminopyrrolidin-1-yl]sulfonyl-3-methyl-indol-1-yl]-N-[[4-(azetidin-3-ylamino)phenyl]methyl]propanamide